2-(5-bromo-2-nitrophenyl)-1H-benzo[d]imidazole BrC=1C=CC(=C(C1)C1=NC2=C(N1)C=CC=C2)[N+](=O)[O-]